C(C)(C)(C)OC(=O)NC(C(=O)O)(C)C.C1(=CC=CC=C1)C(C(=O)O)C 2-phenylpropionic acid 2-((tert-butoxycarbonyl)amino)-2-methylpropionate